C(#N)C1=CC=C(C=C1)S(=O)(=O)N=S(C1=CC=CC=C1)C1=CC=CC=C1 N-(4-cyano-benzenesulfonyl)diphenylsulfilimine